tert-Butyl rac-(3S)-6-[2-[4-(dimethylamino)cyclohexyl]-1,3-benzothiazol-5-yl]-3-methyl-3,4-dihydro-2H-pyridine-1-carboxylate CN(C1CCC(CC1)C=1SC2=C(N1)C=C(C=C2)C2=CC[C@@H](CN2C(=O)OC(C)(C)C)C)C |r|